3-(2-(difluoromethoxy)-6-methylpyridin-3-yl)-1-(2-isopropylphenyl)-1-(1-(methylsulfonyl)piperidin-4-yl)urea FC(OC1=NC(=CC=C1NC(N(C1CCN(CC1)S(=O)(=O)C)C1=C(C=CC=C1)C(C)C)=O)C)F